OCCC1=NN(C(=C1)C(=O)OC)C methyl 3-(2-hydroxyethyl)-1-methyl-1H-pyrazole-5-carboxylate